3-(3-((2-((3-methyl-1-(1-methylpiperidin-4-yl)-1H-pyrazol-4-yl)amino)-5-(trifluoromethyl)pyridin-4-yl)amino)propyl)-1,3-oxazinan-2-one CC1=NN(C=C1NC1=NC=C(C(=C1)NCCCN1C(OCCC1)=O)C(F)(F)F)C1CCN(CC1)C